bis(1,3-dioxo-1,3-dihydro-2-benzofuran-5-yl)benzene-1,4-dicarboxylate O=C1OC(C2=C1C=CC(=C2)OC(=O)C2=CC=C(C=C2)C(=O)OC2=CC1=C(C(OC1=O)=O)C=C2)=O